4-(2,4-Dimethoxyphenyl)-1,3-thiazol-2-amine COC1=C(C=CC(=C1)OC)C=1N=C(SC1)N